4-fluoro-6-azaindole FC1=C2C=CNC2=CN=C1